2-Fluoro-5-((tetrahydro-2H-pyran-2-yloxy)(4,6,7-trifluoro-1-(triisopropylsilyl)-1H-indol-5-yl)methyl)benzonitrile FC1=C(C#N)C=C(C=C1)C(C=1C(=C2C=CN(C2=C(C1F)F)[Si](C(C)C)(C(C)C)C(C)C)F)OC1OCCCC1